ClC=1C=C(C(=NC1)OC)S(=O)(=O)NC1=C(C(=NC(=C1)C)C1=CC=C2C(=NNC2=C1F)C=1NC=CN1)F 5-chloro-N-(3-fluoro-2-(7-fluoro-3-(1H-imidazol-2-yl)-1H-indazol-6-yl)-6-methyl-pyridin-4-yl)-2-methoxy-pyridine-3-sulfonamide